(4-piperazin-1-ylphenyl)carbamate N1(CCNCC1)C1=CC=C(C=C1)NC([O-])=O